benzyl (1-amino-2-hydroxy-4-methyl-1-oxopentan-3-yl)carbamate NC(C(C(C(C)C)NC(OCC1=CC=CC=C1)=O)O)=O